2-((2S,3S)-5-chloro-6-fluoro-3-methyl-2-((methylamino)methyl)-2-phenyl-2,3-dihydro-benzofuran-4-yl)-3-fluoro-benzamide ClC=1C(=CC2=C([C@@H]([C@](O2)(C2=CC=CC=C2)CNC)C)C1C1=C(C(=O)N)C=CC=C1F)F